NC=1N=CC(=NC1OC=1C=NN(C1)C1CCN(CC1)C)C=1C=C(CCNS(=O)(=O)C)C=C(C1)C N-(3-(5-amino-6-((1-(1-methylpiperidin-4-yl)-1H-pyrazol-4-yl)oxy)pyrazin-2-yl)-5-methylphenethyl)methanesulfonamide